9,9'-(2',6'-bis(3,6-dimethyl-9H-carbazol-9-yl)-[2,4'-bipyridine]-3',5'-diyl)bis(3,6-diphenyl-9H-carbazole) CC=1C=CC=2N(C3=CC=C(C=C3C2C1)C)C1=NC(=C(C(=C1N1C2=CC=C(C=C2C=2C=C(C=CC12)C1=CC=CC=C1)C1=CC=CC=C1)C1=NC=CC=C1)N1C2=CC=C(C=C2C=2C=C(C=CC12)C1=CC=CC=C1)C1=CC=CC=C1)N1C2=CC=C(C=C2C=2C=C(C=CC12)C)C